5-Bromo-6-trifluoromethyl-pyridin-3-yl 2,4,6-tri-O-acetyl-3-deoxy-3-[4-(3,4,5-trifluorophenyl)-1H-1,2,3-triazol-1-yl]-1-thio-α-D-galactopyranoside C(C)(=O)O[C@H]1[C@@H](SC=2C=NC(=C(C2)Br)C(F)(F)F)O[C@@H]([C@@H]([C@@H]1N1N=NC(=C1)C1=CC(=C(C(=C1)F)F)F)OC(C)=O)COC(C)=O